ClC1=CC=C(C=C1)[C@@H](C(=O)OC)NC(=O)C1=CC(=NN1)C1=CC=C(C=C1)O methyl (S)-2-(4-chlorophenyl)-2-(3-(4-hydroxyphenyl)-1H-pyrazole-5-carboxamido)acetate